6-(butylamino)hexane C(CCC)NCCCCCC